OCC1C2C(N3N1C(CC3(C)C)=O)C=3C(=CC=CC3C2)C 10-(Hydroxymethyl)-3,3,5-trimethyl-2,3,4a,9,9a,10-hexahydro-1H-indeno[1,2-c]pyrazolo[1,2-a]pyrazol-1-one